B(F)(F)F.C(=C)OB([O-])[O-].[K+].[K+] potassium vinylborate trifluoroborate